OC1=CC=C2NC=C(CCN(CC=C)C)C2=C1 5-hydroxy-N-methyl-N-allyltryptamine